α-D-Rhamnopyranosyl-(1→2)-β-D-rhamnopyranosyl-(1→3)-D-rhamnose [C@H]1([C@@H](O)[C@@H](O)[C@H](O)[C@H](O1)C)O[C@@H]1[C@@H](O[C@@H]([C@H]([C@@H]1O)O)C)O[C@H]([C@@H](C=O)O)[C@H](O)[C@H](O)C